tert-butyl 2-(2-(3-amino-4-(4-methylpiperidin-1-yl)benzamido)-5-fluorophenyl)acetate NC=1C=C(C(=O)NC2=C(C=C(C=C2)F)CC(=O)OC(C)(C)C)C=CC1N1CCC(CC1)C